2-chloro-5-{[(cyclopropylcarbonyl)amino]methyl}-N-{1-[4-(trifluoromethyl)phenyl]-1H-indazol-4-yl}benzamide ClC1=C(C(=O)NC2=C3C=NN(C3=CC=C2)C2=CC=C(C=C2)C(F)(F)F)C=C(C=C1)CNC(=O)C1CC1